O[C@H](CO)C1=C2C(=NC=C1)N(N=C2C2CN(C2)C(C#CC)=O)C2=CC=C(C=C2)OC(F)(F)F (S)-1-(3-(4-(1,2-Dihydroxyethyl)-1-(4-(trifluoromethoxy)phenyl)-1H-pyrazolo[3,4-b]pyridin-3-yl)azetidin-1-yl)but-2-yn-1-one